6-fluoro-5-[4-({6-fluoro-4-oxo-5H-pyrrolo[1,2-a]quinoxalin-7-yl}methyl)piperazin-1-yl]-N-methylpyridin-2-carboxamide FC1=C(C=CC(=N1)C(=O)NC)N1CCN(CC1)CC=1C(=C2NC(C=3N(C2=CC1)C=CC3)=O)F